4-Methylenecyclohexane C=C1CCCCC1